CC=1SC=C(C1NC(NS(N(C1CN(CCC1)C)C=1C=NN(C1)C)(=O)=O)=O)C 3-(2,4-Dimethylthiophene-3-yl)-1-[(1-methyl-1H-pyrazol-4-yl)(1-methylpiperidin-3-yl)sulfamoyl]urea